1-(pyridin-2-yl)-3-(4-(trifluoromethyl)phenyl)-1H-pyrazol-5-ol N1=C(C=CC=C1)N1N=C(C=C1O)C1=CC=C(C=C1)C(F)(F)F